N-(2,6-dioxo-3-piperidinyl)-2,5-dimethyl-benzamide O=C1NC(CCC1NC(C1=C(C=CC(=C1)C)C)=O)=O